2-(2-methylpyrazolo[1,5-a]pyridin-5-yl)-7-(piperazin-1-yl)-4H-pyrido[1,2-a]pyrimidin CC1=NN2C(C=C(C=C2)C=2N=C3N(CC2)C=C(C=C3)N3CCNCC3)=C1